COC(=O)[C@H]1N(C([C@@H](C1)OC)CC=C)C(C=C)=O (2S,4R)-1-propenoyl-5-allyl-4-methoxypyrrolidine-2-carboxylic acid methyl ester